C1(=CC=CC2=CC=CC=C12)C1=NC(NC(N1)=O)=O 6-naphthyl-1,3,5-triazine-2,4(1H,3H)-dione